N-[(4-{[(3S)-1-(2,2-dimethyltetrahydro-2H-pyran-4-yl)pyrrolidin-3-yl]amino}-3-nitrophenyl)sulfonyl]-2-(1H-pyrrolo[2,3-b]pyridin-5-yloxy)benzamide CC1(OCCC(C1)N1C[C@H](CC1)NC1=C(C=C(C=C1)S(=O)(=O)NC(C1=C(C=CC=C1)OC=1C=C2C(=NC1)NC=C2)=O)[N+](=O)[O-])C